2-ethoxy-5-nitro-N-(1-(3-methylphenyl)ethyl)nicotinamide C(C)OC1=C(C(=O)NC(C)C2=CC(=CC=C2)C)C=C(C=N1)[N+](=O)[O-]